C(C)(=O)ON(CCN(OC(C)=O)OC(C)=O)OC(C)=O.[Na].[Na] DISODIUM ETHYLENEDIAMINE TETRAACETATE